4-Isobutyl-2-(2-(4-(methylsulfonyl)piperazin-1-yl)ethyl)-1,2,4-thiadiazolidine-3,5-dione C(C(C)C)N1C(N(SC1=O)CCN1CCN(CC1)S(=O)(=O)C)=O